FC1(C[C@@H](CN(C1)C=1C(=NC(=NC1)C=1C=NN(C1COC1OCCCC1)C)C)CC(=O)OC)F methyl 2-((3S)-5,5-difluoro-1-(4-methyl-2-(1-methyl-5-(((tetrahydro-2H-pyran-2-yl)oxy)methyl)-1H-pyrazol-4-yl)pyrimidin-5-yl)piperidin-3-yl)acetate